C(C(=O)[O-])(=O)[O-].[Mn+2].[K] potassium manganous oxalate